CN1C(=C(C2=CC(=CC=C12)C)C(C(=O)O)C)C (1,2,5-trimethyl-1H-indol-3-yl)propionic acid